N-hydroxy-3-((5-(methylsulfonyl)-6-(trifluoromethyl)-1H-benzo[d]imidazol-2-yl)amino)benzamide Tert-butyl-N-[3-(4-methyl-6-propanoylpyridin-3-yl)-1,6-naphthyridin-7-yl]carbamate C(C)(C)(C)OC(NC1=NC=C2C=C(C=NC2=C1)C=1C=NC(=CC1C)C(CC)=O)=O.ONC(C1=CC(=CC=C1)NC1=NC2=C(N1)C=C(C(=C2)S(=O)(=O)C)C(F)(F)F)=O